C(C)OC(CN1CCC(CC1)C(N)=O)=O 2-(4-Carbamylpiperidin-1-yl)acetic acid ethyl ester